FC1=CC=C(C=C1)[C@@H]1NC[C@H](N(C1)C(C(C)(C)C)=O)C 1-[(2R,5S)-5-(4-fluorophenyl)-2-methyl-piperazin-1-yl]-2,2-dimethyl-propan-1-one